(ethoxymethyl)-1H-imidazo[4,5-c]quinolin C(C)OCN1C=NC=2C=NC=3C=CC=CC3C21